5-amino-3-fluoro-5',6'-dihydro-[2,4'-bipyridine] NC=1C=C(C(=NC1)C1=CC=NCC1)F